CN1CC2=CC=C(C=C2CC1)NC1=NC=C(C(=N1)NCCCN1C(CCC1)=O)C(F)(F)F 1-[3-[[2-[(2-Methyl-3,4-dihydro-1H-isoquinolin-6-yl)amino]-5-(trifluoromethyl)pyrimidin-4-yl]amino]propyl]pyrrolidin-2-one